FC1=C(C=CC(=C1)OC1=CC(=NC=C1)N1CCN(CC1)C(C)C)NC1=NC=NC2=CC(=C(C=C12)OC1CCN(CC1)C(C=C)=O)OC 1-(4-((4-((2-fluoro-4-((2-(4-isopropylpiperazin-1-yl)pyridin-4-yl)oxy)phenyl)amino)-7-methoxyquinazolin-6-yl)oxy)piperidin-1-yl)prop-2-en-1-one